1-(hydroxyacetyl)-N-methyl-N-{(1S)-2,2,2-trifluoro-1-[4-({7-[(1S)-1-methoxyethyl]-2-methyl[1,3]thiazolo[5,4-b]pyridin-6-yl}amino)phenyl]ethyl}piperidine-4-carboxamide OCC(=O)N1CCC(CC1)C(=O)N([C@H](C(F)(F)F)C1=CC=C(C=C1)NC=1C(=C2C(=NC1)SC(=N2)C)[C@H](C)OC)C